BrC1=CC(=C(OC=2C(=C(C=NC2)OC2=C(C(=NC=C2)NS(=O)(=O)[SH+]C)F)C)C=C1)F 4-[[5-(4-bromo-2-fluoro-phenoxy)-4-methyl-3-pyridinyl]oxy]-3-fluoro-N-(methylsulfaniosulfonyl)pyridin-2-amine